NCCCC=1C(NC(N([C@H]2[C@H](O)[C@H](O)[C@@H](CO)O2)C1)=O)=O 5-(3-amino)propyluridine